[C].O(O)O.[Fe] iron oxyhydroxide carbon